(R)-2-((2-chlorophenyl)sulfonamido)-4-morpholino-4-oxo-N-((R)-4-phenyl-1-(4,4,5,5-tetramethyl-1,3,2-dioxaborolan-2-yl)butyl)butanamide ClC1=C(C=CC=C1)S(=O)(=O)N[C@@H](C(=O)N[C@@H](CCCC1=CC=CC=C1)B1OC(C(O1)(C)C)(C)C)CC(=O)N1CCOCC1